FC1=C(N=CC2=C1N=C(N=C2N2C[C@H]1CC[C@@H](C2)N1C(=O)OC(C)(C)C)OC[C@H]1N(CCC1)C)C1=CC=CC2=CC=CC(=C12)C=C tert-butyl (1R,5S)-3-(8-fluoro-2-(((S)-1-methylpyrrolidin-2-yl)methoxy)-7-(8-vinylnaphthalen-1-yl)pyrido[4,3-d]pyrimidin-4-yl)-3,8-diazabicyclo[3.2.1]octane-8-carboxylate